3-(7,8-Dihydrofuro[3,2-e][1,3]benzothiazol-2-yl)-5-methyloctahydro-2H-imidazo[4,5-c]pyridin-2-one N1=C(SC2=C1C1=C(C=C2)OCC1)N1C(NC2C1CN(CC2)C)=O